C(CC)OC([C@H](C)OC(CC)(C)C)=O Propyl-(2S)-2-(1,1-dimethylpropoxy)propionat